N1=CC(=C2SCCCCN21)C(=O)N 6H,7H,8H-Pyrazolo[3,2-b][1,3]Thiazepine-3-Carboxamide